4-(4-(5-(aminomethyl)thiazol-2-yl)phenyl)but-3-yn-1-ol NCC1=CN=C(S1)C1=CC=C(C=C1)C#CCCO